2-bromo-4,5-dimethoxyaniline BrC1=C(N)C=C(C(=C1)OC)OC